[K].CN(C(CCS(=O)(=O)NC(NC1=C2CCCC2=CC=2CCCC12)=O)C)C 3-(Dimethylamino)-N-((1,2,3,5,6,7-hexahydro-s-indacen-4-yl)carbamoyl)butane-1-sulfonamide, potassium salt